OC=1C=C(C=CC1)N1CC2(C1)CN(C2)CC2CCN(CC2)C(=O)OC(C)(C)C tert-butyl 4-[[2-(3-hydroxyphenyl)-2,6-diazaspiro[3.3]heptan-6-yl]methyl]piperidine-1-carboxylate